2-(pyridin-3-yl)aniline N1=CC(=CC=C1)C1=C(N)C=CC=C1